O=C1NC(CCC1C1=NN(C2=CC(=CC=C12)C1CCN(CC1)C1CC(C1)C(=O)O)C)=O 3-(4-(3-(2,6-dioxopiperidin-3-yl)-1-methyl-1H-indazol-6-yl)piperidin-1-yl)cyclobutanecarboxylic acid